6-((2H-1,2,3-triazol-2-yl)methyl)-N-(6-chloropyridin-3-yl)isoquinolin-1-amine N=1N(N=CC1)CC=1C=C2C=CN=C(C2=CC1)NC=1C=NC(=CC1)Cl